C(C)(C)C1=NOC(=N1)N1CCC(CC1)[C@@H](C)OC1=NN2C(S1)=NC(=C2)C2=C(C=C(C=C2)S(=O)(=O)C)F 2-((R)-1-(1-(3-isopropyl-1,2,4-oxadiazol-5-yl)piperidin-4-yl)ethoxy)-6-(2-fluoro-4-(methylsulfonyl)phenyl)imidazo[2,1-b][1,3,4]thiadiazole